P(=O)([O-])([O-])[O-].[Ca+2].CN1C(CCC1)=O.P(=O)([O-])([O-])[O-].[Ca+2].[Ca+2] N-methyl-pyrrolidone Calcium phosphate